N-[[7-Hydroxy-5-(2-phenylethyl)[1,2,4]triazolo[1,5-a]pyridin-8-yl]carbonyl]glycine OC1=C(C=2N(C(=C1)CCC1=CC=CC=C1)N=CN2)C(=O)NCC(=O)O